diethylphosphono-ethyl acetate C(C)(=O)OCCP(=O)(OCC)OCC